NC1=C2NC(N(C2=NC(=N1)OCCCC)CCCN(CCCN1CCOCC1)CC=1C=C(C=CC1)CC(=O)OC)=O methyl (3-{[[3-(6-amino-2-butoxy-8-oxo-7,8-dihydro-9H-purin-9-yl)propyl](3-morpholin-4-ylpropyl)amino]methyl}phenyl)acetate